2-(2-((tert-butoxycarbonyl)amino)-5-(trifluoromethyl)thiazol-4-yl)acetic acid C(C)(C)(C)OC(=O)NC=1SC(=C(N1)CC(=O)O)C(F)(F)F